(R)-2-(2,2-dimethylbutyrylamino)-2-phenylacetic acid CC(C(=O)N[C@@H](C(=O)O)C1=CC=CC=C1)(CC)C